BrC=1C=C(C2=C(CCO2)C1F)[N+](=O)[O-] 5-bromo-4-fluoro-7-nitro-2,3-dihydrobenzofuran